C(=O)OC1=CC(=CC=C1)C 3-methylphenol formate